N1C=C(C2=CC=CC=C12)CC1N(CCC2=CC(=C(C=C12)OC)OC)N1CCOCC1 (1-((1H-indol-3-yl)methyl)-6,7-dimethoxy-3,4-dihydro-isoquinolin-2(1H)-yl)(morpholine)